CC1(C2=CC=CC=C2N(C=2C=CC=CC12)C1=CC=C(C=C1)C=O)C (4-(9,9-dimethylacridin-10(9H)-yl)phenyl)methanone